tert-butyl 7-((1H-imidazol-1-yl)methyl)-3,4-dihydroisoquinoline-2(1H)-carboxylate N1(C=NC=C1)CC1=CC=C2CCN(CC2=C1)C(=O)OC(C)(C)C